2-(6-(5-chloro-1-((5-(3-fluoro-5-methoxyphenyl) pyrimidin-2-yl)methyl)-1H-indazole-7-carboxamido)spiro[3.3]heptan-2-yl)ethyl acetate C(C)(=O)OCCC1CC2(C1)CC(C2)NC(=O)C=2C=C(C=C1C=NN(C21)CC2=NC=C(C=N2)C2=CC(=CC(=C2)OC)F)Cl